C(C(C)C)C1CCC(CC1)NC(=O)CC(CC(=O)NC1CCC(CC1)CC(C)C)C(=O)NC1CCC(CC1)CC(C)C 1,2,3-propanetricarboxylic acid tris(4-isobutylcyclohexylamide)